FC(C1(CC1)N1C=C2C(N=C(N=C2N[C@H](C)C2=CC(=CC=C2)S(F)(F)(F)(F)F)C)=CC1=O)F (R)-6-(1-(difluoromethyl)cyclopropyl)-2-methyl-4-((1-(3-(pentafluorosulfanyl)phenyl)ethyl)amino)pyrido[4,3-d]pyrimidin-7(6H)-one